4-(3-nitropyrazolo[1,5-a]pyrimidin-7-yl)-N,N-diphenylaniline [N+](=O)([O-])C=1C=NN2C1N=CC=C2C2=CC=C(N(C1=CC=CC=C1)C1=CC=CC=C1)C=C2